C(#N)C=1C=NN2C1C(=NC(=C2)C=2C=NN(C2)C)C=2C=CC(=NC2)N2CCC(CC2)(C)NC(OC(C)(C)C)=O tert-butyl (1-(5-(3-cyano-6-(1-methyl-1H-pyrazol-4-yl)pyrazolo[1,5-a]pyrazin-4-yl)pyridin-2-yl)-4-methylpiperidin-4-yl)carbamate